N-[2-[tert-butyl(dimethyl)silyl]oxyethyl]cyclopropanamine [Si](C)(C)(C(C)(C)C)OCCNC1CC1